C(=O)(NC=1C=CC(=C(C(=O)OC)C1)NC(C(=O)NCC1=CC=C(C=C1)Cl)=O)NC=1C=CC(=C(C(=O)OC)C1)NC(C(NCC1=CC=C(C=C1)Cl)=O)=O dimethyl 5,5'-(carbonylbis(azanediyl))bis-(2-(2-((4-chlorobenzyl)amino)-2-oxoacetamido)benzoate)